C1(CC1)CN1C(C=2NN=C(C2C1C1=C(C=CC(=C1)OC1=CC=CC=C1)F)C1=CC=CC=2NC(OC21)=O)=O 7-[5-(Cyclopropylmethyl)-4-(2-fluoro-5-phenoxyphenyl)-6-oxo-1,4,5,6-tetrahydropyrrolo[3,4-c]pyrazol-3-yl]-1,3-benzoxazol-2(3H)-one